methyl 7-bromo-8-(naphthalen-1-ylmethyl)-6-oxo-2-propyl-3,4-dihydro-2H,6H-pyrido[1,2-e][1,2,5]thiadiazine-4-carboxylate 1,1-dioxide BrC1=C(C=C2N(C(CN(S2(=O)=O)CCC)C(=O)OC)C1=O)CC1=CC=CC2=CC=CC=C12